(ethane-1,2-diyl-bis((2-hydroxyethyl)azanediyl))bis(hexane-6,1-diyl)bis(2-octyldecanoate) C(CN(CCO)CCCCCCC(C(=O)[O-])(CCCCCCCC)CCCCCCCC)N(CCO)CCCCCCC(C(=O)[O-])(CCCCCCCC)CCCCCCCC